dichlorodimethylbenzene ClC1=C(C(=C(C=C1)C)C)Cl